(S)-pyrrolidine-1,3-dicarboxylic acid N1(C[C@H](CC1)C(=O)O)C(=O)O